BrC1=CC=C2CCC3(CCCC3)OC2=C1 7-Bromospiro[chroman-2,1'-cyclopentane]